C1(CCCC2=CC=CC=C12)C1CCCC2=CC=CC=C12 tetrahydronaphthyl-(1,2,3,4-tetrahydronaphthalene)